6-benzyl 2-(tert-butyl) (1R,5R,7R)-7-methyl-2,6-diazabicyclo[3.2.0]heptane-2,6-dicarboxylate C[C@H]1N([C@@H]2CCN([C@H]12)C(=O)OC(C)(C)C)C(=O)OCC1=CC=CC=C1